(2,5-dioxopyrrolidin-1-yl) 6-[3-(acetamidomethyl)phenoxy]pyridine-3-carboxylate C(C)(=O)NCC=1C=C(OC2=CC=C(C=N2)C(=O)ON2C(CCC2=O)=O)C=CC1